diisobutyl-(non-8-en-1-yl)aluminum C(C(C)C)[Al](CCCCCCCC=C)CC(C)C